(11R)-6-(2,6-Dimethylphenyl)-12-(3-hydroxypropyl)-11-(2-methylpropyl)-9-oxa-2λ6-thia-3,5,12,19-tetraazatricyclo[12.3.1.14,8]nonadeca-1(18),4,6,8(19),14,16-hexaene-2,2,13-trione CC1=C(C(=CC=C1)C)C=1N=C2NS(C=3C=CC=C(C(N([C@@H](COC(C1)=N2)CC(C)C)CCCO)=O)C3)(=O)=O